α,α-dibenzyl-β-butyrolactone C(C1=CC=CC=C1)C1(C(=O)OC1C)CC1=CC=CC=C1